[Si](C)(C)(C(C)(C)C)OC=1C=C2C=CC(=C(C2=CC1)Cl)N 6-[tert-butyl(dimethyl)silyl]oxy-1-chloro-naphthalen-2-amine